N[C@H](C(=O)O)CC1=NN(C=C1)C(=O)OC(C)(C)C (S)-2-amino-3-(1-(tert-butoxycarbonyl)-1H-pyrazol-3-yl)propionic acid